N-(1-(3-(difluoromethyl)-2-fluorophenyl)ethyl)-7-fluoro-2-methyl-6-nitroquinazolin-4-amine-1-d FC(C=1C(=C(C=CC1)C(C)NC1=NC(N(C2=CC(=C(C=C12)[N+](=O)[O-])F)[2H])C)F)F